O=C1N(CC2=CC=C(C=C12)N1CCC(CC1)CN1CCNCC1)C1C(NC(CC1)=O)=O 3-(1-Oxo-6-(4-(piperazin-1-ylmethyl)piperidin-1-yl)isoindolin-2-yl)piperidine-2,6-dione